NC1=NC(=C(C=2N1N=C(N2)CC2=NC=CC=C2)C2=C(N=CO2)C)C=2C=C(C#N)C=CC2 3-(5-amino-8-(4-methyl-oxazol-5-yl)-2-(pyridin-2-ylmethyl)-[1,2,4]triazolo[1,5-c]pyrimidin-7-yl)benzonitrile